FC1=CC(=C2C=CN(C2=C1)C)N1C(C2=CC(=C(C=C2C(=C1)C(=O)N1CCCCC1)OC)OC)=O 2-(6-fluoro-1-methyl-1H-indol-4-yl)-4-(piperidine-1-carbonyl)-6,7-dimethoxy-1,2-dihydroisoquinolin-1-one